((3,4-dichlorophenyl)amino)benzo[d]oxazol-5-ol ClC=1C=C(C=CC1Cl)NC=1OC2=C(N1)C=C(C=C2)O